aluminum-arsenic [As].[Al]